butyl 4-isopropyl-4-methyl-1,2,3-oxathiazolidine-3-carboxylate 2,2-dioxide C(C)(C)C1(N(S(OC1)(=O)=O)C(=O)OCCCC)C